1,3-dimesityl-4,5-dichloroimidazole C1(=C(C(=CC(=C1)C)C)N1CN(C(=C1Cl)Cl)C1=C(C=C(C=C1C)C)C)C